2-((1-((4-chloro-1-methyl-1H-imidazol-5-yl)methyl)-3-oxoisoindolin-2-yl)methyl)-5-oxa-7-azaspiro[3.4]octan-6-one ClC=1N=CN(C1CC1N(C(C2=CC=CC=C12)=O)CC1CC2(C1)OC(NC2)=O)C